NC1=C(C=C(C(=N1)OC)CCC(=O)OCC)F ethyl 3-(6-amino-5-fluoro-2-methoxy-3-pyridyl)propanoate